FC(C1=CC=C(C=N1)C1=NN(C=2C1=NC=CC2)C2CN(C2)C(C=C)=O)(F)F 1-(3-(3-(6-(trifluoromethyl)pyridin-3-yl)-1H-pyrazolo[4,3-b]-pyridin-1-yl)azetidin-1-yl)prop-2-en-1-one